C(#N)C1=NC2=CC(=CC(=C2N=C1N1C(CN(CC1)C1=C(C=C(C=C1)C(F)(F)F)C#N)C)[C@@H](C)NC1=C(C(=O)O)C=CC=C1)C 2-(((1R)-1-(2-cyano-3-(4-(2-cyano-4-(trifluoromethyl)phenyl)-2-methylpiperazin-1-yl)-7-methylquinoxalin-5-yl)ethyl)amino)benzoic acid